C(C)OC1=CN=CC(=N1)C=1C=CC(=NC1)C(=O)NCC1=NC=CC(=C1)NS(=O)(=O)CC(F)(F)F 5-(6-ethoxypyrazin-2-yl)-N-((4-((2,2,2-trifluoroethyl)sulfonamido)pyridin-2-yl)methyl)picolinamide